1-(2,6-dioxo-3-piperidinyl)spiro[2,4-dihydroquinoline-3,4'-piperidine]-1'-carboxylic acid tert-butyl ester C(C)(C)(C)OC(=O)N1CCC2(CC1)CN(C1=CC=CC=C1C2)C2C(NC(CC2)=O)=O